(R)-N-((S)-1-(bicyclo[4.2.0]oct-1(6),2,4-trien-3-yl)ethyl)-2-methylpropane-2-Sulfinamide C1=2C=C(C=CC2CC1)[C@H](C)N[S@](=O)C(C)(C)C